N1=C(C=CC=C1)[C@@H](C)O (R)-1-(2-pyridinyl)ethanol